C(C(=O)C)N(C=O)C1=CC=C(C=C1)Br N-acetonyl-N-(4-bromophenyl)formamide